nonylpropylene glycol diacrylate C(C=C)(=O)OC(C(C)OC(C=C)=O)CCCCCCCCC